3-(tert-butyl)-N-(4-(5-(4-(4-((2-(2,6-dioxopiperidin-3-yl)-1,3-dioxoisoIndoline-5-yl)methyl)piperazin-1-yl)phenyl)-1H-indazol-3-yl)-2-methylbenzyl)-1,2,4-oxadiazole-5-formamide C(C)(C)(C)C1=NOC(=N1)C(=O)NCC1=C(C=C(C=C1)C1=NNC2=CC=C(C=C12)C1=CC=C(C=C1)N1CCN(CC1)CC=1C=C2C(N(C(C2=CC1)=O)C1C(NC(CC1)=O)=O)=O)C